ClC1=CC=C2C(=CNC2=C1N1N=CC=C1)S(=O)(=O)NC1=NC(=C(C(=N1)OC)CC(F)F)OC 6-chloro-N-[5-(2,2-difluoroethyl)-4,6-dimethoxy-pyrimidin-2-yl]-7-pyrazol-1-yl-1H-indole-3-sulfonamide